1-((5-amino-6-methyl-1H-pyrrolo[3,2-b]pyridin-2-yl)methyl)-4-methyl-6-(2-phenylpyrrolidine-1-carbonyl)pyridin-2(1H)-one NC1=C(C=C2C(=N1)C=C(N2)CN2C(C=C(C=C2C(=O)N2C(CCC2)C2=CC=CC=C2)C)=O)C